N,N-bis[(4-methoxyphenyl)methyl]-3-nitro-4-[[(1R)-6-chloro-1-(dimethoxymethyl)tetralin-1-yl]methoxy]benzenesulfonamide COC1=CC=C(C=C1)CN(S(=O)(=O)C1=CC(=C(C=C1)OC[C@]1(CCCC2=CC(=CC=C12)Cl)C(OC)OC)[N+](=O)[O-])CC1=CC=C(C=C1)OC